2-[(6-oxobenzo[c][2,1]benzoxaphosphinin-6-yl)methyl]butanedioic acid O=P1(OC2=C(C3=C1C=CC=C3)C=CC=C2)CC(C(=O)O)CC(=O)O